C(CC)S(=O)(=O)[O-].[S-][S-].[Na+] sodium disulfide propanesulfonate